C(C)OC1=C(C=CC(=C1)F)C1=CC=C(C(=N1)N1C(C[C@@H](C1)C)(C)C)C(=O)NS(=O)(=O)C=1C(NC=CC1)=O 6-(2-Ethoxy-4-fluorophenyl)-N-[(2-oxo-1H-pyridin-3-yl)sulfonyl]-2-[(4S)-2,2,4-trimethylpyrrolidin-1-yl]pyridin-3-carboxamid